C(C)(C)(C)OC(=O)N1[C@H](CN(CC1)C=1N=NC(=CN1)C1=C(C=C(C=C1)Cl)OCOC)C(C)C (S)-4-(6-(4-chloro-2-(methoxymethoxy)phenyl)-1,2,4-triazin-3-yl)-2-isopropylpiperazine-1-carboxylic acid tert-butyl ester